C(=O)[O-].C1C=CC=C1.[CH-]1C=CC=C1.[Co+2] Cobaltocenium formate